(E)-benzyl 3-(3,4-dihydroxyphenyl)acrylate OC=1C=C(C=CC1O)/C=C/C(=O)OCC1=CC=CC=C1